alpha-hydroxypentanedioate OC(C(=O)[O-])CCC(=O)[O-]